fluorosulfonic acid sodium salt [Na+].FS(=O)(=O)[O-]